methyl-2-(N-(t-Butoxycarbonyl)sulfamoyl)benzoic acid CC=1C(=C(C(=O)O)C=CC1)S(NC(=O)OC(C)(C)C)(=O)=O